CN1CCN(CC1)C=1C=C2C(=NC1)NC=C2C2=CC=C1C(NC3(C1=C2)CCCCC3)=O 6'-(5-(4-methylpiperazin-1-yl)-1H-pyrrolo[2,3-b]pyridin-3-yl)spiro[cyclohexane-1,1'-isoindolin]-3'-one